5-[4-({[(2S)-oxolan-2-yl]methyl}amino)-3-(trifluoromethyl)phenyl]-3,6-dihydro-2H-1,3,4-oxadiazin O1[C@@H](CCC1)CNC1=C(C=C(C=C1)C1=NNCOC1)C(F)(F)F